FC1=C(CNCC2(CC2)O)C=C(C=C1)OC(F)(F)F 1-(((2-Fluoro-5-(trifluoromethoxy)benzyl)amino)methyl)cyclopropan-1-ol